benzyl (R)-2-(difluoromethoxy)-3,3,3-trifluoro-2-methylpropanoate FC(O[C@](C(=O)OCC1=CC=CC=C1)(C(F)(F)F)C)F